P(=O)(OCC)(O)O ETHYL DIHYDROGEN PHOSPHATE